amino-2-(3,5-dichloro-4-((5,5-diethyl-4-oxo-3,4,5,6,7,8-hexahydrophthalazin-1-yl)oxy)phenyl)-1,2,4-triazine-3,5(2H,4H)-dione NN1C(N(N=CC1=O)C1=CC(=C(C(=C1)Cl)OC1=NNC(C=2C(CCCC12)(CC)CC)=O)Cl)=O